ClC=1C=NN2C1C(=C(C=C2)NC(=O)C=2C=NN(C2C(F)(F)F)C2=C1C=CNC(C1=CC=C2)=O)Cl N-(3,4-dichloropyrazolo[1,5-a]pyridin-5-yl)-1-(1-oxo-1,2-dihydroisoquinolin-5-yl)-5-trifluoromethyl-1H-pyrazole-4-carboxamide